Methyl (1S,3r)-3-((S)-5-(3,5-difluorophenyl)-3-oxo-6,7-dihydro-3H-pyrrolo[2,1-c][1,2,4]triazol-2(5H)-yl)cyclobutane-1-carboxylate FC=1C=C(C=C(C1)F)[C@@H]1CCC2=NN(C(N21)=O)C2CC(C2)C(=O)OC